7-hydroxy-3',4',6,8-tetramethoxyisoflavone OC1=C(C=C2C(C(=COC2=C1OC)C1=CC(=C(C=C1)OC)OC)=O)OC